ClC=1C=C(C=C(C1)NS(=O)(=O)C)N1N=C(C=C1C(=O)N)NC1=CC=CC=C1 (3-chloro-5-(methylsulfonylamino)phenyl)-3-(phenylamino)-1H-pyrazole-5-carboxamide